3-(methoxycarbonyl)-2,5-dimethylpyrazine 1-oxide COC(=O)C=1C(=[N+](C=C(N1)C)[O-])C